CC(C(=O)O)(CC12CCN(CC1)CC2)OC methyl-2-methoxy-3-(quinuclidin-4-yl)propionic acid